ClCO[C@@H](CN1C2=NC=NC(=C2N=C1)NC(C1=CC=CC=C1)=O)C (R)-N-(9-(2-(chloromethoxy)propyl)-9H-purin-6-yl)benzamide